NC=1C(=CC(=C(C1)C1=CC=C(C=C1)F)I)C(=O)OC methyl 5-amino-4'-fluoro-2-iodo-[1,1'-biphenyl]-4-carboxylate